(R)-4-chloro-6-(2-methylpyrrolidin-1-yl)picolinic acid methyl ester COC(C1=NC(=CC(=C1)Cl)N1[C@@H](CCC1)C)=O